(1R,8R)-(-)-trans-8-[(R)-phenylethylamino]cyclooct-4-enol C1(=CC=CC=C1)CCN[C@@H]1CC/C=C/CC[C@H]1O